(S)-1-(5-(5-(2,3-dimethylphenyl)-6-methoxy-1H-pyrazolo[4,3-b]pyridin-3-yl)pyridin-2-yl)-N-methylpyrrolidin-3-amine CC1=C(C=CC=C1C)C1=C(C=C2C(=N1)C(=NN2)C=2C=CC(=NC2)N2C[C@H](CC2)NC)OC